CC1CC=C(CC1(C)C)C(C)=O 1-(4,5,5-trimethylcyclohex-1-en-1-yl)ethan-1-one